tert-butyl (R)-2-(4-(3-(2-amino-4-chloro-7-((4-methoxy-3,5-dimethylpyridin-2-yl)methyl)-6,7-dihydro-5H-pyrrolo[2,3-d]pyrimidin-5-yl)propyl)piperazin-1-yl)acetate NC=1N=C(C2=C(N1)N(C[C@@H]2CCCN2CCN(CC2)CC(=O)OC(C)(C)C)CC2=NC=C(C(=C2C)OC)C)Cl